ClC1=CC=C(C=C1)NC([C@H](C)C1CC2(CN(C2)C2=NOC3=C2C=C(C=C3)F)C1)=O |o1:9| (R or S)-N-(4-chlorophenyl)-2-(2-(5-fluorobenzo[d]isoxazol-3-yl)-2-azaspiro[3.3]heptan-6-yl)propanamide